OC(CN(C1=CC=C(C=O)C=C1)C)CO 4-((2,3-dihydroxypropyl)(methyl)amino)benzaldehyde